COC(=O)C=1C(N(C2=CC(=CC=C2C1N)C1CC1)C1=CC=CC=C1)=O 4-amino-7-cyclopropyl-2-oxo-1-phenyl-1,2-dihydroquinoline-3-carboxylic acid methyl ester